5-chloro-2-prop-2-ynyloxybenzoic acid ClC=1C=CC(=C(C(=O)O)C1)OCC#C